(1S,2S)-2-((5-(2-((1s,3s)-3-(tert-butoxy)cyclobutane-1-carboxamido)benzo[d]thiazol-6-yl)pyrimidin-2-yl)methoxy)cyclopentyl acetate C(C)(=O)O[C@@H]1[C@H](CCC1)OCC1=NC=C(C=N1)C1=CC2=C(N=C(S2)NC(=O)C2CC(C2)OC(C)(C)C)C=C1